4-(4-Bromofuran-2-yl)-4-oxobutanoic acid methyl ester COC(CCC(=O)C=1OC=C(C1)Br)=O